ClC1=CC=C2C(=N1)N(CC21CCOCC1)CCN1C[C@H](CC1)F 6'-chloro-1'-{2-[(3S)-3-fluorotetrahydro-1H-pyrrol-1-yl]ethyl}-1',2,2',3,5,6-hexahydrospiro[pyran-4,3'-pyrrolo[2,3-b]pyridine]